[Li].BrC1=CC(=C(OC=2C=CC(=C(C(=O)N[C@@H]3COCC3)C2)OCC2=CC=C(C=C2)OC)C(=C1)Cl)Cl (S)-5-(4-bromo-2,6-dichlorophenoxy)-2-((4-methoxybenzyl)oxy)-N-(tetrahydrofuran-3-yl)benzamide lithium